CCCC(CCC)=C(C#N)C#N 2-(4-heptylidene)malononitrile